2-(4-(benzyloxy)-3-methoxyphenyl)-1-(3,4,5-trimethoxyphenyl)ethan-1-one tert-butyl-3-bromo-6-(3-methoxyphenyl)-1H-indole-1-carboxylate C(C)(C)(C)OC(=O)N1C=C(C2=CC=C(C=C12)C1=CC(=CC=C1)OC)Br.C(C1=CC=CC=C1)OC1=C(C=C(C=C1)CC(=O)C1=CC(=C(C(=C1)OC)OC)OC)OC